BrC1=CC=CC=2C=3N(C(=NC12)NC=1C(N=CCSC1)=O)N=C(N3)C=3C=NN(C3)C (6R)-6-{[7-bromo-2-(1-methyl-1H-pyrazol-4-yl)[1,2,4]triazolo[1,5-c]quinazolin-5-yl]amino}-1,4-thiazepin-5-one